FC(OC=1C=C(C(=O)N[C@@H](C)C2=NC(=NN2C=2N=CC(=NC2)C(=O)O)C2CC2)C=C(C1)OC(F)(F)F)(F)F 5-(5-{(1S)-1-[3,5-bis(trifluoromethoxy)benzamido]ethyl}-3-cyclopropyl-1H-1,2,4-triazol-1-yl)pyrazine-2-carboxylic acid